(E)-3-[3-Hydroxy-4-[(4-methylpiperazin-1-yl)methyl]phenyl]-1-(4-hydroxyphenyl)prop-2-en-1-one OC=1C=C(C=CC1CN1CCN(CC1)C)/C=C/C(=O)C1=CC=C(C=C1)O